NC1C=2N=CN(C2N=C(N1)[N+](=O)[O-])C1OC(CC1)CO 2-(6-amino-2-nitro-1,6-dihydro-9H-purin-9-yl)-5-(hydroxymethyl)tetrahydrofuran